COC(CCC1=CC(=C(C(=C1)C(C)(C)C)O)N1N=C2C(=N1)C=CC=C2)=O 3-(3-(2H-benzotriazol-2-yl)-5-t-butyl-4-hydroxyphenyl)propionic acid methyl ester